2-[[2-chloro-5-(1-methylpyrazol-3-yl)phenyl]methylamino]-5-(trifluoromethyl)-4H-[1,2,4]triazolo[1,5-a]pyrimidin-7-one ClC1=C(C=C(C=C1)C1=NN(C=C1)C)CNC1=NN2C(NC(=CC2=O)C(F)(F)F)=N1